C1(=CC=C(C=C1)C(=O)O[C@@H]1C[C@H](N(C1)C(=O)OC(C)(C)C)C(=O)OC(C)(C)C)C1=CC=CC=C1 di-tert-butyl (2S,4R)-4-(([1,1'-biphenyl]-4-carbonyl)oxy)pyrrolidine-1,2-dicarboxylate